(S)-(1-ETHYL-3-OXO-PROPYL)-CARBAMIC ACID TERT-BUTYL ESTER C(C)(C)(C)OC(N[C@H](CC=O)CC)=O